ClC1=C(C=CC=C1OC)C(=O)N1C[C@H]2CO[C@](CN2CC1)(O)C=1N=C(SC1)C1=CC=C(C=C1)F (2-chloro-3-methoxyphenyl)((3S,9aS)-3-(2-(4-fluorophenyl)thiazol-4-yl)-3-hydroxyhexahydropyrazino[2,1-c][1,4]oxazin-8(1H)-yl)methanone